Cl.N1CC(C1)C(=O)N1C2COCC1CC2 azetidin-3-yl-(3-oxa-8-azabicyclo[3.2.1]oct-8-yl)methanone hydrochloride